N-(4-((3S,4R)-4-amino-3-fluoropiperidin-1-yl)-5-(1-(difluoromethyl)-1H-pyrazol-4-yl)pyridin-2-yl)-2-(2-fluoro-6-methoxyphenyl)pyrimidin-4-amine N[C@H]1[C@H](CN(CC1)C1=CC(=NC=C1C=1C=NN(C1)C(F)F)NC1=NC(=NC=C1)C1=C(C=CC=C1OC)F)F